5-benzyl-N-((6R)-2-(2,2-difluorocyclopropyl)-4-methyl-5-oxo-5,6,7,8-tetrahydro-4H-pyrazolo[1,5-a][1,3]diazepin-6-yl)-4H-1,2,4-triazole-3-carboxamide C(C1=CC=CC=C1)C=1NC(=NN1)C(=O)N[C@H]1C(N(C=2N(CC1)N=C(C2)C2C(C2)(F)F)C)=O